N-(4-amino-1H-pyrazolo[4,3-c]pyridin-7-yl)-N'-ethyl-N'-[(1S)-1-[2-fluoro-4-(trifluoromethyl)phenyl]ethyl]oxamide NC1=NC=C(C2=C1C=NN2)NC(=O)C(=O)N([C@@H](C)C2=C(C=C(C=C2)C(F)(F)F)F)CC